FC1=C(C=CC=C1NS(NC)(=O)=O)CN1C(OC2=C(C1)C=CC(=C2)NC(=O)C=2C=NN(C2)CC2=CC=C(C=C2)OC)=O N-[3-({2-fluoro-3-[(methylsulfamoyl)amino]phenyl}methyl)-2-oxo-3,4-dihydro-2H-1,3-benzoxazin-7-yl]-1-[(4-methoxyphenyl)methyl]-1H-pyrazole-4-carboxamide